C1(CCCCCCC1)C(NC(=O)C=1C(=NOC1)C)C1=NC2=C(N1)C=CC(=C2F)CCC(=O)N(C)C N-(cyclooctyl-{5-[3-(dimethylamino)-3-oxopropyl]-4-fluoro-1H-benzoimidazol-2-yl}-methyl)-3-methylisoxazole-4-carboxamide